CO[C@@H](C(=O)OC)N1C2=C(OC(C1=O)(F)F)C=C(C(=C2)C2=C(C(=C(C(=C2F)F)F)F)F)F methyl (S)-2-methoxy-2-(2,2,7-trifluoro-3-oxo-6-(perfluorophenyl)-2,3-dihydro-4H-benzo[b][1,4]oxazin-4-yl)acetate